BrC1=C(C=CC2=C1CC(O2)C2=CC=CC=C2)Cl 4-bromo-5-chloro-2-phenyl-2,3-dihydrobenzofuran